O=C1C(=C(C=NN1COCC[Si](C)(C)C)N1CC(CC1)COC1CC(C1)C(=O)OC)C(F)(F)F methyl 3-([1-[6-oxo-5-(trifluoromethyl)-1-[[2-(trimethylsilyl)ethoxy]methyl]-1,6-dihydropyridazin-4-yl]pyrrolidin-3-yl]methoxy)cyclobutane-1-carboxylate